Cl.N[C@H](CC1=C(C2=C(N=C(N=C2NCC=2OC=CC2)Cl)N1)F)CC 6-[(2S)-2-aminobutyl]-2-chloro-5-fluoro-N-[(furan-2-yl)methyl]-7H-pyrrolo[2,3-d]pyrimidin-4-amine hydrochloride